O=C1NC2(CC2)CC1 5-oxo-4-azaspiro[2.4]heptane